1,1-bis(methoxymethyl)-4-cyclohexene COCC1(CCC=CC1)COC